ClC1=NC2=CC=C(C=C2C(=C1)NCCC1=CC=C(C=C1)[N+](=O)[O-])C(=O)N1CCOCC1 (2-Chloro-4-((4-nitrophenethyl)amino)chinolin-6-yl)(morpholino)methanon